NC(/C=C/C1=CC=CC(=N1)C(=O)NC1=CC(=NN1C1=NC=CC=C1)C1CCN(CC1)C(C)C)=O (E)-6-(3-amino-3-oxoprop-1-en-1-yl)-N-(3-(1-isopropylpiperidin-4-yl)-1-(pyridin-2-yl)-1H-pyrazol-5-yl)picolinamide